(3S,3aS,5R)-3,8-dimethyl-5-(prop-1-en-2-yl)-1,2,3,3a,4,5,6,7-octahydroazulene C[C@H]1CCC2=C(CC[C@H](C[C@@H]12)C(=C)C)C